2-oxooctahydro-4aH-cyclopenta[b]pyridine-4a-carboxylate O=C1CCC2(C(N1)CCC2)C(=O)[O-]